CN1N=NC(=C1C=1C=C2C(=NC1)C1=C(N2[C@@H](C2CCOCC2)C2=NC=CC=C2F)C(=NN1)C(=O)OC)C methyl (S)-6-(1,4-dimethyl-1H-1,2,3-triazol-5-yl)-4-((3-fluoropyridin-2-yl) (tetrahydro-2H-pyran-4-yl) methyl)-1,4-dihydropyrazolo[3',4':4,5]pyrrolo[3,2-b]pyridine-3-carboxylate